1-(4-(trifluoromethyl)phenyl)isoquinoline-3-carbonitrile FC(C1=CC=C(C=C1)C1=NC(=CC2=CC=CC=C12)C#N)(F)F